5-[(2-fluoro-4-iodophenyl)amino]-1H-benzotriazole-6-carboxylic acid FC1=C(C=CC(=C1)I)NC1=CC2=C(NN=N2)C=C1C(=O)O